1-(hydroxymethyl)cyclopropan-1-carbonitrile OCC1(CC1)C#N